FC1(CN(CC[C@H]1NC1=NN2C(C(=N1)OC)=C(C(=C2)F)C=2C=CC1=C(N(N=N1)CCCF)C2)C(C([2H])([2H])[2H])=O)F (R)-1-(3,3-difluoro-4-((6-fluoro-5-(1-(3-fluoropropyl)-1H-benzo[d][1,2,3]triazol-6-yl)-4-methoxypyrrolo[2,1-f][1,2,4]triazin-2-yl)amino)piperidin-1-yl)ethan-1-one-2,2,2-d3